Periodic acid Potassium [K].I(=O)(=O)(=O)O